2,8-Di-tert-butyl-5,11-Bis(4-tert-butylphenyl)-6,12-DIPHENYLTETRACENE C(C)(C)(C)C1=CC2=C(C3=C(C4=CC=C(C=C4C(=C3C(=C2C=C1)C1=CC=C(C=C1)C(C)(C)C)C1=CC=CC=C1)C(C)(C)C)C1=CC=C(C=C1)C(C)(C)C)C1=CC=CC=C1